aminoCarbonyl-oxygen NC(=O)[O]